ClC1=NN2C=3C(CCNC3C=NC2=C1)(C)C 4-chloro-13,13-dimethyl-2,3,7,10-tetrazatricyclo[7.4.0.02,6]trideca-1(9),3,5,7-tetraen